C(N)(=O)C=1C=C(C(=C(OCCCN2CCN(CC2)C(=O)OC(C)(C)C)C1)NC\C=C\CNC1=C(C=C(C=C1)C(=O)OC)[N+](=O)[O-])[N+](=O)[O-] tert-butyl 4-[3-[5-carbamoyl-2-[[(E)-4-(4-methoxycarbonyl-2-nitro-anilino)but-2-enyl]amino]-3-nitro-phenoxy]propyl]piperazine-1-carboxylate